tert-butyl N-[4-[6-isopropoxy-1-oxo-5-(pyrazolo[1,5-a]pyrimidine-3-carbonylamino)isoindolin-2-yl]cyclohexyl]carbamate C(C)(C)OC1=C(C=C2CN(C(C2=C1)=O)C1CCC(CC1)NC(OC(C)(C)C)=O)NC(=O)C=1C=NN2C1N=CC=C2